O=C1NC(CCC1C1=NN(C2=C(C=CC=C12)N1CCC(CC1)CN1C[C@@H](N(C[C@H]1C)C(=O)OC(C)(C)C)C)C)=O tert-butyl (2s,5r)-4-((1-(3-(2,6-dioxopiperidin-3-yl)-1-methyl-1H-indazol-7-yl) piperidin-4-yl) methyl)-2,5-dimethylpiperazine-1-carboxylate